ClC1=NC=CC(=N1)N1C(OC[C@@H]1C(C)C)=O (S)-3-(2-chloropyrimidin-4-yl)-4-isopropyl-oxazolidin-2-one